FC1=CC=C(C=C1)N1C(C=C(C(=C1)C1=NN(C=C1)C)CNS(=O)(=O)N)=O N'-((1-(4-fluorophenyl)-5-(1-methyl-1H-pyrazol-3-yl)-2-oxo-1,2-dihydropyridin-4-yl)methyl)sulfamide